N1,N1'-(1,4-phenylenebis(methylene))bis(ethane-1,2-diamine) C1(=CC=C(C=C1)CNCCN)CNCCN